((S)-2-(2-Chloro-4-fluorophenyl)pyrrolidin-1-yl)-3-fluoro-N-((R,E)-4-(methylsulfonyl)but-3-en-2-yl)picolinamide ClC1=C(C=CC(=C1)F)[C@H]1N(CCC1)C1=C(C(=NC=C1)C(=O)N[C@H](C)\C=C\S(=O)(=O)C)F